Cl.ClC=1C=NC=C(C1CSC=1NC(C2=C(N1)CNC2)=O)Cl 2-(((3,5-dichloropyridin-4-yl)methyl)thio)-3,5,6,7-tetrahydro-4H-pyrrolo[3,4-d]pyrimidin-4-one hydrochloride